(cyclohexylmethyl)-4-oxo-8-(4-piperidinylmethoxy)chromene C1(CCCCC1)CC=1OC2=C(C=CC=C2C(C1)=O)OCC1CCNCC1